3,4-dihydroxyphenyl-propanoic acid OC=1C=C(C=CC1O)C(C(=O)O)C